ethyl 4-bromo-5-(3-((3s,4r)-4-(3,4-difluorophenyl)-1-(2-methoxyethyl) pyrrolidin-3-yl) ureido)-1-phenyl-1H-pyrazole-3-carboxylate BrC=1C(=NN(C1NC(=O)N[C@@H]1CN(C[C@H]1C1=CC(=C(C=C1)F)F)CCOC)C1=CC=CC=C1)C(=O)OCC